N(C(S)=N)CCC(=O)O 3-ISOTHIOUREIDOPROPIONIC ACID